4-(4-methylpiperidin-1-yl)piperidin CC1CCN(CC1)C1CCNCC1